N(N)C1=CC(=C2C(=N1)N(C=N2)CCC#N)N2CCOCC2 3-(5-hydrazinyl-7-morpholino-3H-imidazo[4,5-b]pyridin-3-yl)propanenitrile